C(C(C)C)C1=NC2=CC=CC=C2C(=C1)CC(C)C 2,4-diisobutyl-quinoline